bis(2,6-dimethylpiperidino)-methylsilane CC1N(C(CCC1)C)[SiH](C)N1C(CCCC1C)C